2-Ethyl-3,5-dimethyl-7-nitro-3,5-dihydro-4H-pyrrolo[3,2-d]pyrimidin-4-one C(C)C=1N(C(C2=C(N1)C(=CN2C)[N+](=O)[O-])=O)C